2,6-dichloro-N-((2-fluorophenyl)carbamoyl)nicotinamide ClC1=C(C(=O)NC(NC2=C(C=CC=C2)F)=O)C=CC(=N1)Cl